OC1=NOC(=C1)C(C(=O)OC)C(C)C methyl 2-(3-hydroxy-1,2-oxazol-5-yl)-3-methylbutyrate